ClC1=C(C=CC=C1F)[C@@H]1N(OCC1)C1=CC(=NC=N1)NC=1C(=CC(=C(C1)NC(C=C)=O)N(C)CCN(C)C)OC N-(5-((6-((R)-3-(2-chloro-3-fluorophenyl)isoxazolidine-2-yl)pyrimidine-4-yl)amino)-2-((2-(dimethylamino)ethyl)-(methyl)amino)-4-methoxyphenyl)acrylamide